C(#N)C1=C2N=CN(C2=NC=N1)C=1C=C(OCCN2CCN(CC2)C(=O)OCC)C=CC1 ethyl 4-(2-(3-(6-cyano-9H-purin-9-yl)phenoxy)ethyl)piperazine-1-carboxylate